ClC=1C2=C(N=CN1)N(C=C2C2CC2)C2=CC(=CC=C2)Cl 4-Chloro-7-(3-chlorophenyl)-5-cyclopropyl-7H-pyrrolo[2,3-d]pyrimidine